3-(6-bromo-3-methyl-2-oxo-2,3-dihydro-1H-benzo[d]imidazol-1-yl)-1-(4-methoxybenzyl)piperidine-2,6-dione BrC=1C=CC2=C(N(C(N2C)=O)C2C(N(C(CC2)=O)CC2=CC=C(C=C2)OC)=O)C1